4,5-dihydroxy-2-pentenoic acid OC(C=CC(=O)O)CO